OC(CNC(CCCCCCCCCCCCC)=O)(C)C 12E-tetradecanoic acid-N-(2-hydroxy-2-methylpropyl) amide